CN(CCCN=C=NCC)C 1-(3-dimethylaminopropyl)-3-ethyl-carbodiimide